C1(=CC=CC2=CC=CC=C12)C=1N=C(NC1)CC1=CSC=C1 4-(1-Naphthyl)-2-(3-thienylmethyl)imidazole